3-Isopropoxy-1-(4-(trifluoromethyl)phenyl)-1H-indazole-5-sulfonyl chloride C(C)(C)OC1=NN(C2=CC=C(C=C12)S(=O)(=O)Cl)C1=CC=C(C=C1)C(F)(F)F